phenyllead chloride C1(=CC=CC=C1)[Pb]Cl